6-fluoro-2-(4-morpholin-4-ylmethyl-phenyl)-quinoline-4-carboxylic acid FC=1C=C2C(=CC(=NC2=CC1)C1=CC=C(C=C1)CN1CCOCC1)C(=O)O